7-[[5-(4-methylpiperazin-1-yl)-2-pyridyl]amino]-4-(3-methyl-1H-pyrrolo[2,3-b]pyridin-4-yl)-2,3-dihydropyrrolo[3,4-c]pyridin-1-one CN1CCN(CC1)C=1C=CC(=NC1)NC=1C2=C(C(=NC1)C1=C3C(=NC=C1)NC=C3C)CNC2=O